ClC=1C=C(C=CC1OCC1=NC=CC=C1)C=1N=C(N2N=CN=C(C21)N)[C@H]2CNCCC2 (R)-5-(3-chloro-4-(pyridine-2-yl-methoxy)phenyl)-7-(piperidine-3-yl)imidazo[5,1-f][1,2,4]Triazine-4-amine